CC=1C=2N(C=CC1)N=C(C2)[C@@H]2N(CCC1=C2N=CN1)C(=O)C=1OC(=NN1)C1=NC=C(C=C1)C(F)(F)F (R)-(4-(4-methylpyrazolo[1,5-a]pyridin-2-yl)-6,7-dihydro-1H-imidazo[4,5-c]pyridin-5(4H)-yl)(5-(5-(trifluoromethyl)pyridin-2-yl)-1,3,4-oxadiazol-2-yl)methanone